2-acetamido-2,6-dideoxy-D-glucose C(C)(=O)N[C@@H](C=O)[C@@H](O)[C@H](O)[C@H](O)C